N-(2-(methylsulfonyl)ethyl)cyclobutan-1-amine CS(=O)(=O)CCNC1CCC1